C1(CCC1)N[C@@H]1[C@H](C1)C=1C=C(SC1C)C(=O)NC1CCOCC1 4-((1R,2S)-2-(cyclobutylamino)-cyclopropyl)-5-methyl-N-(tetrahydro-2H-pyran-4-yl)thiophene-2-carboxamide